N4-ethyl-N2-[3-methyl-1-((S)-1-oxetan-3-yl-piperidin-3-yl)-1H-pyrazol-4-yl]-5-trifluoromethyl-Pyrimidine-2,4-diamine C(C)NC1=NC(=NC=C1C(F)(F)F)NC=1C(=NN(C1)[C@@H]1CN(CCC1)C1COC1)C